C(C)(C)SC1=CC=CC(=N1)C=1C=C2C=CC(=NC2=CC1)CCC(=O)O 3-[6-(6-isopropylsulfanyl-pyridin-2-yl)-quinolin-2-yl]Propionic acid